CC=1C=C(C=CC1)CN1C2=CC=CC(=C2C=2C(=CC(=CC12)C)OCC(=O)O)C(N)=O {9-[(3-methylphenyl)methyl]-5-carbamoyl-2-methyl-carbazol-4-yl}oxyacetic acid